COC1=CC=C(C=C1)CN1C(N(CCC1=O)C1=CC=C(C=C1)N1CCC(CC1)COCCOCCNC(OC(C)(C)C)=O)=O tert-butyl N-[2-[2-[[1-[4-[3-[(4-methoxyphenyl) methyl]-2,4-dioxo-hexahydropyrimidin-1-yl]phenyl]-4-piperidyl]methoxy]ethoxy]ethyl]carbamate